6-(2-methyl-3-oxoisoindolin-5-yl)-5-(2-(3,3,3-trifluoro-2,2-dimethylpropyl)oxazol-5-yl)picolinonitrile CN1CC2=CC=C(C=C2C1=O)C1=C(C=CC(=N1)C#N)C1=CN=C(O1)CC(C(F)(F)F)(C)C